C1=CC(=CC=2C3=C(C(=C(C(=C3NC12)[2H])[2H])[2H])[2H])C#N 9H-carbazole-3-carbonitrile-5,6,7,8-d